BrC1=CC2=C(N=C(N=C2)NC2=NC=C(C=C2)S(=O)(=O)C)N(C1=O)C1CCCC1 6-bromo-8-cyclopentyl-2-(5-methanesulfonyl-pyridin-2-ylamino)-8H-pyrido[2,3-d]Pyrimidin-7-one